C(C)OP(=O)(OCC)CC(C(=O)OCC1=CC=CC=C1)CCC(=O)OCC1=CC=CC=C1 Dibenzyl 2-((diethoxyphosphoryl)methyl)pentanedioate